CC=1C=CC=2N(C1)N=CC2C2=C1CNC(C1=C(C=C2)NC2=NC=C(C=C2)N2CCNCC2)=O 4-(6-methylpyrazolo[1,5-a]pyridin-3-yl)-7-[(5-piperazin-1-yl-2-pyridyl)amino]isoindolin-1-one